C1C(CC2=CC=CC=C12)NC1=NC=C(C=N1)C(=O)N1CCC12COC2 (2-((2,3-dihydro-1H-inden-2-yl)amino)pyrimidin-5-yl)(6-oxa-1-azaspiro[3.3]hept-1-yl)methanone